1,3-diisopentyltrisulfane C(CC(C)C)SSSCCC(C)C